ClC1=NC=C(C=C1Cl)Cl 2,3-dichloro-5-chloropyridine